C(C)C1(C(=NOC1(C(=O)O)C(=O)O)C1=CC(=C(C=C1)C)C)CC diethyl-3-(3,4-dimethylphenyl)isoxazole-5,5(4H)-dicarboxylic acid